C(CCCCCCCCCCC)(=O)OCCCSCCCOC(CCCCCCCCCCC)=O thiodipropyl dilaurate